Cl.N1CCC(=CC1)B(O)O 1,2,3,6-TETRAHYDROPYRIDIN-4-YLBORONIC ACID HYDROCHLORIDE